BrC=1C=C(C=CC1)[C@@]1(C2=C(NC=3N=CC(=CC13)F)CC(CC2=O)(C)C)C (S)-5-(3-bromophenyl)-3-fluoro-5,8,8-trimethyl-7,8,9,10-tetrahydrobenzo[b][1,8]naphthyridin-6(5H)-one